1,4-bis(tetradecylphosphino)butane C(CCCCCCCCCCCCC)PCCCCPCCCCCCCCCCCCCC